linoleic acid hydroperoxide C(CCCCCCC\C=C/C\C=C/CCCCC)(=O)OO